(4-methyl-6-quinolyl)methanone CC1=CC=NC2=CC=C(C=C12)C=O